(cyclohex-1,5-dien-1-yl)-1H-pyrrole-3-carboxylic acid ethyl ester C(C)OC(=O)C1=CN(C=C1)C1=CCCC=C1